3-(7-methoxy-4-nitro-1-oxo-isoindolin-2-yl)piperidine-2,6-dione COC=1C=CC(=C2CN(C(C12)=O)C1C(NC(CC1)=O)=O)[N+](=O)[O-]